5-[1-[1-[5-[5-(difluoromethyl)-1,3,4-oxadiazol-2-yl]thiophen-2-yl]-2-pyrrolidin-1-ylethyl]triazol-4-yl]pyridin-2-amine FC(C1=NN=C(O1)C1=CC=C(S1)C(CN1CCCC1)N1N=NC(=C1)C=1C=CC(=NC1)N)F